NC=1C=CC2=C(N=C(O2)N2C[C@@H](CCC2)NC2=NC=C(C(=N2)OC)C#N)C1 (R)-2-((1-(5-Aminobenzo[d]oxazol-2-yl)piperidin-3-yl)amino)-4-methoxypyrimidine-5-carbonitrile